N1(CCCC1)C1=CC=C(C=N1)C1=NC(=NC=C1)N (6-(pyrrolidin-1-yl)pyridin-3-yl)pyrimidin-2-amine